ClC1=CC(=C(C(=C1)C(C)C)NC(=O)NS(=O)(=O)N1CCN(CC1)CC(F)(F)F)C(C)C N-((4-Chloro-2,6-diisopropylphenyl)carbamoyl)-4-(2,2,2-trifluoroethyl)piperazin-1-sulfonamid